5-methyl-1-(1-((3'-sulfamoyl-[1,1'-biphenyl]-4-yl)methyl)-1H-indol-5-yl)-1H-pyrazole-3-carboxamide CC1=CC(=NN1C=1C=C2C=CN(C2=CC1)CC1=CC=C(C=C1)C1=CC(=CC=C1)S(N)(=O)=O)C(=O)N